NC(CC(=O)OC)C=1C=NC=C(C1)N1[C@H](CCCC1)C methyl 3-amino-3-(5-((S)-2-methylpiperidin-1-yl)pyridin-3-yl)propanoate